(S)-N,N-BIS(4-METHOXYBENZYL)-1-(PYRIDIN-2-YL)PENT-4-ENE-1-SULFONAMIDE COC1=CC=C(CN(S(=O)(=O)[C@@H](CCC=C)C2=NC=CC=C2)CC2=CC=C(C=C2)OC)C=C1